The molecule is the methyl ester of 5-aminolevulinic acid. A prodrug, it is metabolised to protoporphyrin IX, a photosensitizer, and is used in the photodynamic treatment of non-melanoma skin cancer (including basal cell carcinoma). Topical application (often as the hydrochloride salt) results in an accumulation of protoporphyrin IX in the skin lesions to which the cream has been applied. Subsequent illumination with red light results in the generation of toxic singlet oxygen that destroys cell membranes and thereby kills the tumour cells. It has a role as an antineoplastic agent, a photosensitizing agent, a prodrug and a dermatologic drug. It derives from a 5-aminolevulinic acid. COC(=O)CCC(=O)CN